C(#N)C1=CC=C(N=N1)NC=1C=C(C(=O)NCC=2OC(=CC2)C)C=CC1 3-[(6-cyanopyridazin-3-yl)amino]-N-[(5-methylfuran-2-yl)methyl]benzamide